C(C1=CC=CC=C1)(=O)ONC(CCCCCC)C(C1=CC=C(C=C1)SC1=CC=CC=C1)=O [1-(4-phenylsulfanylbenzoyl) heptylamino] benzoate